2-[4-[2-(2,5-dimethylpyrrol-1-yl)-6-ethyl-1-methyl-benzimidazol-4-yl]-2-methyl-pyrazol-3-yl]benzonitrile CC=1N(C(=CC1)C)C1=NC2=C(N1C)C=C(C=C2C2=C(N(N=C2)C)C2=C(C#N)C=CC=C2)CC